BrC1=CC(=NC2=CC=C(C=C12)OC)C(=O)OC Methyl 4-bromo-6-methoxyquinoline-2-carboxylate